OC1(CCC1)C1=CC(=NC=C1)N1N=CC(=C1)S(=O)(=O)NC1=C2C(=NNC2=CC=C1)C 1-[4-(1-hydroxycyclobutyl)pyridin-2-yl]-N-(3-methyl-1H-indazol-4-yl)pyrazole-4-sulfonamide